C[C@@H]1CN(C[C@@H](O1)C)C(=O)C=1C2=C(N(N1)CC(=O)N1CCN(CC1)C1=CC=C(C=C1)F)CCC2 2-{3-[(2R,6S)-2,6-dimethylmorpholine-4-carbonyl]-5,6-dihydrocyclopenta[c]pyrazol-1(4H)-yl}-1-[4-(4-fluorophenyl)piperazin-1-yl]ethan-1-one